thiabutane 1,1-dioxide S(CCC)(=O)=O